(4S,4'S)-6-Chloro-2-[(2,4-dimethoxyphenyl)methyl]-4'-(ethylaminomethyl)-1'-(4-isoquinolyl)spiro[3H-isoquinoline-4,3'-pyrrolidine]-1,2'-dione ClC=1C=C2C(=CC1)C(N(C[C@@]21C(N(C[C@@H]1CNCC)C1=CN=CC2=CC=CC=C12)=O)CC1=C(C=C(C=C1)OC)OC)=O